COC(=O)C1=C(NC(=C(C1C1=C(C=CC=C1)Cl)C(=O)OC)C)C 4-(2-chlorophenyl)-2,6-dimethyl-1,4-dihydropyridine-3,5-dicarboxylic acid dimethyl ester